FC=1C(=NC=C(C1)F)NC1=CC=C2C(=N1)NN=C2C2=CC(=NC=C2C)C2=NC(=NC=C2)C(C)(C)O 2-(4-(4-(6-((3,5-Difluoropyridin-2-yl)amino)-1H-pyrazolo[3,4-b]pyridin-3-yl)-5-methylpyridin-2-yl)pyrimidin-2-yl)propan-2-ol